diethylamine trifluoroacetate salt FC(C(=O)O)(F)F.C(C)NCC